FC1=C(C=C(C=C1)O)C(=O)N1CC2(C1)CC(C2)N2N=C(C=C2C=2C=NC=C(C2)F)C(F)(F)F (2-fluoro-5-hydroxyphenyl)(6-(5-(5-fluoropyridin-3-yl)-3-(trifluoromethyl)-1H-pyrazol-1-yl)-2-azaspiro[3.3]heptan-2-yl)methanone